BrC1=CC=CC(=N1)C1=NN=C2N1CCCC2 3-(6-bromopyridin-2-yl)-5,6,7,8-tetrahydro-[1,2,4]Triazolo[4,3-a]pyridine